benzo[b]thiophene-4-carboxamide S1C2=C(C=C1)C(=CC=C2)C(=O)N